3-chloro-N-[1-[3-(1-methyl-6-oxopyridazin-3-yl)pyrazin-2-yl]ethyl]-5-(trifluoromethoxy)benzamide ClC=1C=C(C(=O)NC(C)C2=NC=CN=C2C2=NN(C(C=C2)=O)C)C=C(C1)OC(F)(F)F